[Re](Cl)(Cl)(Cl)(Cl)Cl rhenium(V) chloride